C=12C=3C=NN(CCOCCCCOC=4C=CC(NN1)=C2C4)N3 8,13-dioxa-4,5,18,19,22-pentaazatetracyclo[12.5.2.12,5.017,20]docosa-1(19),2(22),3,14(21),15,17(20)-hexaene